6-(1,3-dihydro-2H-benzo[d][1,2,3]triazole-2-yl)-7-hydroxynaphthalene N1N(NC2=C1C=CC=C2)C=2C=C1C=CC=CC1=CC2O